2,6-dicyclohexyl-N,N'-bis(4-isopropylphenyl)-N,N'-di(p-tolyl)anthracene-9,10-diamine C1(CCCCC1)C1=CC2=C(C3=CC=C(C=C3C(=C2C=C1)N(C1=CC=C(C=C1)C)C1=CC=C(C=C1)C(C)C)C1CCCCC1)N(C1=CC=C(C=C1)C)C1=CC=C(C=C1)C(C)C